CC(C(=O)OCC)=CCP(=O)(OCC)OCC ethyl 2-methyl-4-(diethylphosphono)-2-butenoate